Cl.C(#N)C1(CC1)N 1-cyanocyclopropan-1-amine hydrochloride